C(C=1C(O)=CC=CC1)=NCC(C)N=CC=1C(O)=CC=CC1 bis(salicylidene)-1,2-propylenediamine